OC1=NC(=CN=C1)C=O 2-HYDROXYPYRAZINE-6-CARBOXALDEHYDE